FC=1C(=CC2=C(C(NC=3CNC[C@H](C23)N(C(=O)C2=CN3C=CC=C3C=C2)C)=O)C1)F (S)-N-(8,9-difluoro-6-oxo-1,2,3,4,5,6-hexahydrobenzo[c][1,7]naphthyridin-1-yl)-N-methylindolizine-6-carboxamide